ClC1=CC(NC2=CC(=CC=C12)Cl)=O 4,7-dichloro-2(1H)-quinolinone